O=CC=CCCCCCCC(CCCCCCCCCC)OC(=O)C1CCN(CC1)C 1-oxoeicosen-10-yl-1-methylpiperidin-4-carboxylate